F[C@@H]1C[C@H](CN(C1)C)NC=1C(N(C(=NN1)C1=C(C2=C(SC=C2)C=C1)O)C)=O 6-(((3R,5R)-5-fluoro-1-methylpiperidin-3-yl)amino)-3-(4-hydroxybenzo[b]thiophen-5-yl)-4-methyl-1,2,4-triazine-5(4H)-one